(S)-N-(1-(4-(benzylthio)phenylamino)-1-oxo-3-phenylpropan-2-yl)-5-fluoropicolinamide C(C1=CC=CC=C1)SC1=CC=C(C=C1)NC([C@H](CC1=CC=CC=C1)NC(C1=NC=C(C=C1)F)=O)=O